5-(benzoyloxy)-4-(3,4-difluorophenyl)-1-phenyl-3-(trifluoromethyl)-4,5-dihydro-1H-pyrazolo[4,3-f][1,4]oxazepin C(C1=CC=CC=C1)(=O)ON1C=COC2=C(C1C1=CC(=C(C=C1)F)F)C(=NN2C2=CC=CC=C2)C(F)(F)F